BrC1=NC=CC(=N1)OC1=CC=C(C=C1)C(C)(C)C1=CC=C(OC2CC(C2)NC(OC(C)(C)C)=O)C=C1 tert-butyl ((1r,3r)-3-(4-(2-(4-((2-bromopyrimidin-4-yl)oxy) phenyl)propan-2-yl)phenoxy)cyclobutyl)carbamate